2-(3'-tert-butyl-2'-hydroxy-5'-methylbenzyl)-6-tert-butyl-4-methylphenyl-terephthalat C(C)(C)(C)C=1C(=C(CC2=C(C(=CC(=C2)C)C(C)(C)C)C2=C(C(=O)[O-])C=CC(=C2)C(=O)[O-])C=C(C1)C)O